NC1=C2C(=C3C(=N1)C=C(N3)C(=O)N(CC)[C@H](C)C3=NC=C(C=C3F)Br)COC2 (R)-5-amino-N-(1-(5-bromo-3-fluoropyridin-2-yl)ethyl)-N-ethyl-6,8-dihydro-1H-furo[3,4-d]pyrrolo[3,2-b]pyridine-2-carboxamide